(S)-6-(5-aminoformyl-6-(2-methylazetidine-1-yl)-4-(trifluoromethyl)pyridin-2-yl)-6-azaspiro[3.4]octan-2-carboxylic acid NC(=O)C=1C(=CC(=NC1N1[C@H](CC1)C)N1CC2(CC(C2)C(=O)O)CC1)C(F)(F)F